2,3-dimethyl-5,8-dihydroxy-1,4-naphthoquinone CC=1C(C2=C(C=CC(=C2C(C1C)=O)O)O)=O